COC[C@@H]1CN(CC1)C(=O)C1=CC=C2C(=CC(OC2=C1)=O)C1=C(C=CC=C1)C (S)-7-(3-(methoxymethyl)pyrrolidine-1-carbonyl)-4-(o-tolyl)-2H-chromen-2-one